BrC1=C(C(=CC=C1)Cl)C1=C(C(=NC(=N1)NC1=CC(=C(C=C1)C1CCN(CC1)C)C)OC)C(=O)N (2-bromo-6-chlorophenyl)-4-methoxy-2-((3-methyl-4-(1-methylpiperidin-4-yl)phenyl)amino)pyrimidine-5-carboxamide